methyl 4-(1-cyclohexyl-4-(5-nitrothiophene-2-carboxamido)-1H-pyrazolo[3,4-d]pyrimidin-6-yl)benzoate C1(CCCCC1)N1N=CC=2C1=NC(=NC2NC(=O)C=2SC(=CC2)[N+](=O)[O-])C2=CC=C(C(=O)OC)C=C2